FC1=CC(=C(OC2=C(C=C(C=C2)C(C)(C)O)C=2C3=C(C(N(C2)C)=O)NC(=C3)C(=O)N)C(=C1)C)C 4-[2-(4-fluoro-2,6-dimethylphenoxy)-5-(2-hydroxypropan-2-yl)phenyl]-6-methyl-7-oxo-1H-pyrrolo[2,3-c]pyridine-2-carboxamide